sodium 8-chloro-[1,2,4]triazolo[4,3-a]pyridine-7-thiolate ClC=1C=2N(C=CC1[S-])C=NN2.[Na+]